glutamic acid HCl Cl.N[C@@H](CCC(=O)O)C(=O)O